N5-cyclobutyl-1-(3-(dimethylamino)benzyl)-N3-methyl-2-oxo-1,2-dihydropyridine-3,5-dicarboxamide C1(CCC1)NC(=O)C=1C=C(C(N(C1)CC1=CC(=CC=C1)N(C)C)=O)C(=O)NC